BrC1=C(C=CC=C1)P(C1CCCCC1)C1CCCCC1 (2-bromophenyl)dicyclohexylphosphine